C(C)(C)(C)OC(=O)N1CC2(C1)CN(CC2)C2=NC1=CC(=CC=C1C=C2C(=O)O)C2CC2 2-(2-(tert-butoxycarbonyl)-2,6-diazaspiro[3.4]octan-6-yl)-7-cyclopropylquinoline-3-carboxylic acid